1-[8-[3-[[Tert-butyl(dimethyl)silyl]oxymethyl]cyclobutyl]-4-isoquinolyl]hexahydropyrimidine-2,4-dione [Si](C)(C)(C(C)(C)C)OCC1CC(C1)C=1C=CC=C2C(=CN=CC12)N1C(NC(CC1)=O)=O